1-(5-(4-amino-7-(piperidin-4-yl)-7H-pyrrolo[2,3-d]pyrimidin-5-yl)imidazo[1,2-a]-pyridin-8-yl)-3-(5-(1-(trifluoro-methyl)cyclopropyl)isoxazol-3-yl)urea NC=1C2=C(N=CN1)N(C=C2C2=CC=C(C=1N2C=CN1)NC(=O)NC1=NOC(=C1)C1(CC1)C(F)(F)F)C1CCNCC1